COC1=C(C=C(C=C1)NC(C)=O)OC(F)(F)F N-(4-methoxy-3-(trifluoromethoxy)phenyl)acetamide